N-((2S,3S)-2-((2,3'-difluorobiphenyl-3-yl)methyl)-1-((1-hydroxycyclobutyl)carbonyl)pyrrolidin-3-yl)cyclopropanesulfonamide FC1=C(C=CC=C1C[C@@H]1N(CC[C@@H]1NS(=O)(=O)C1CC1)C(=O)C1(CCC1)O)C1=CC(=CC=C1)F